methyl 1-{5-[(5-cyano-4-(4-fluorophenyl)thiazol-2-yl)(methyl)amino]-6-ethylimidazo[2,1-b][1,3,4]thiadiazol-2-yl}piperidin-4-carboxylate C(#N)C1=C(N=C(S1)N(C1=C(N=C2SC(=NN21)N2CCC(CC2)C(=O)OC)CC)C)C2=CC=C(C=C2)F